FC1=C(C(=CC=C1)O)C1=C(C=C2C(=NC=NC2=C1)N1CCN(CC1)C(C=C)=O)C(F)(F)F 1-(4-(7-(2-fluoro-6-hydroxy-phenyl)-6-(trifluoro-methyl)quinazolin-4-yl)piperazin-1-yl)prop-2-en-1-one